2,5-dichloro-hydroquinone ClC1=C(O)C=C(C(=C1)O)Cl